4-((5-ethyl-4-(1-(2-hydroxy-2-methylpropyl)-1H-pyrazol-4-yl)pyrimidin-2-yl)amino)-3-fluorobenzenesulfonamide C(C)C=1C(=NC(=NC1)NC1=C(C=C(C=C1)S(=O)(=O)N)F)C=1C=NN(C1)CC(C)(C)O